NC=1C=C(C=C(C(=O)O)C1)C(=O)O L-5-aminoisophthalic acid